methyl 2-(4-amino-5-iodo-7H-pyrrolo[2,3-d]pyrimidin-7-yl)propanoate NC=1C2=C(N=CN1)N(C=C2I)C(C(=O)OC)C